C(=O)O.N12C[C@H](C(CC1)CC2)NC(=O)C=2C1=C(N3CCCC23)C=CC(=C1)F N-[(3S)-1-azabicyclo[2.2.2]octan-3-yl]-7-fluoro-1H,2H,3H-benzo[b]pyrrolizine-9-carboxamide formate